C1(=CC=CC=C1)C1=NC(=NC(=N1)C1=CC=CC=C1)C1=CC2=C(OC3=C2C(=CC=C3)B3OC(C(O3)(C)C)(C)C)C=C1 2,4-diphenyl-6-(9-(4,4,5,5-tetramethyl-1,3,2-dioxaborolan-2-yl)dibenzo[b,d]furan-2-yl)-1,3,5-triazine